(E)-3-(4-(butylsulfanyl)-7-(diethylamino)-6-nitro-2-oxo-2H-chromen-3-yl)-2-cyanoacrylate C(CCC)SC1=C(C(OC2=CC(=C(C=C12)[N+](=O)[O-])N(CC)CC)=O)/C=C(/C(=O)[O-])\C#N